C(C([2H])([2H])[2H])(N1CCNCC1)([2H])[2H] 1-(Ethyl-d5)piperazine